ClC=1C=C(OCC(=O)N2C[C@H]([C@@H](C2)O)F)C=CC1C=1N(C2=NC=NC(=C2N1)OC1(CC1)C)CC1=NC=CC(=C1)C 2-(3-chloro-4-(6-(1-methylcyclopropoxy)-9-((4-methylpyridin-2-yl)methyl)-9H-purin-8-yl)phenoxy)-1-((3R,4R)-3-fluoro-4-hydroxypyrrolidin-1-yl)ethan-1-one